Tristearylamine C(CCCCCCCCCCCCCCCCC)N(CCCCCCCCCCCCCCCCCC)CCCCCCCCCCCCCCCCCC